2-({3-Chloro-2-[(2-fluoro-4-methylsulfonylphenyl)methoxy]-5,6,7,8-tetrahydro-1,7-naphthyridin-7-yl}methyl)-1-{[(2S)-oxetan-2-yl]methyl}-1H-1,3-benzodiazole-6-carboxylic acid ClC=1C(=NC=2CN(CCC2C1)CC1=NC2=C(N1C[C@H]1OCC1)C=C(C=C2)C(=O)O)OCC2=C(C=C(C=C2)S(=O)(=O)C)F